2-[1-[2-(3-Ethyl-1-piperidyl)-6-methyl-4-oxo-chromen-8-yl]ethylamino]benzoic acid C(C)C1CN(CCC1)C=1OC2=C(C=C(C=C2C(C1)=O)C)C(C)NC1=C(C(=O)O)C=CC=C1